6-bromo-4-hydroxy-7-(3-methoxypropoxy)quinoline-3-carboxylic acid BrC=1C=C2C(=C(C=NC2=CC1OCCCOC)C(=O)O)O